FC=1C=C(C=C2C(NC(=NC12)C1(CCN(CC1)C(C)C)F)=O)C=1C=CC=2N(C1)C=C(N2)C 8-Fluoro-2-(4-fluoro-1-isopropylpiperidin-4-yl)-6-(2-methylimidazo[1,2-a]pyridin-6-yl)quinazolin-4(3H)-one